3-[6-(aminomethyl)-7-fluoro-1-oxo-isoindolin-2-yl]piperidine-2,6-dione NCC1=CC=C2CN(C(C2=C1F)=O)C1C(NC(CC1)=O)=O